5-CHOLESTEN-3,25-DIOL CC(C)(CCC[C@@H](C)[C@H]1CC[C@H]2[C@@H]3CC=C4CC(CC[C@]4(C)[C@H]3CC[C@]12C)O)O